C1CCC2=NC=3CCCCC3C(=C21)NC(=O)N=[S@](=O)(N)C2=CN=C(S2)C(C)(C)O (R)-N'-((2,3,5,6,7,8-hexahydro-1H-cyclopenta[b]quinolin-9-yl)carbamoyl)-2-(2-hydroxypropan-2-yl)thiazole-5-sulfonimidamide